2-AMINO-1-PROPANOL NC(CO)C